(3R)-3-(4-Chlorophenyl)-2-[(5-chloropyridin-2-yl)methyl]-4-fluoro-6-[1-hydroxy-1-(1-methyl-1H-imidazol-4-yl)ethyl]-3-[(1-hydroxycyclopropyl)methoxy]-2,3-dihydro-1H-isoindol-1-on ClC1=CC=C(C=C1)[C@@]1(N(C(C2=CC(=CC(=C12)F)C(C)(C=1N=CN(C1)C)O)=O)CC1=NC=C(C=C1)Cl)OCC1(CC1)O